sodium palmitoyl methyltaurate CNCCS(=O)(=O)OC(CCCCCCCCCCCCCCC)=O.[Na]